3-bromo-1,2,4-thiadiazole-5-carbohydrazide BrC1=NSC(=N1)C(=O)NN